methyl 1-(2-amino-2-(7-oxabicyclo[2.2.1]heptan-1-yl)ethyl)-5-bromo-3,3-difluoro-1,2,3,4-tetrahydrothieno[3,4-b]pyridine-7-carboxylate hydrochloride Cl.NC(CN1C=2C(CC(C1)(F)F)=C(SC2C(=O)OC)Br)C21CCC(CC2)O1